(2S,4R)-N-((R)-1-(2'-chloro-[1,1'-biphenyl]-4-yl)-2-hydroxyethyl)-4-hydroxypyrrolidine-2-carboxamide ClC1=C(C=CC=C1)C1=CC=C(C=C1)[C@H](CO)NC(=O)[C@H]1NC[C@@H](C1)O